C(C)(C)(C)OC(=O)N1CC(N(C=C1)CC(=O)OCC)=O 4-(2-ethoxy-2-oxoethyl)-3-oxo-3,4-dihydropyrazine-1(2H)-carboxylic acid tert-butyl ester